isobutyl-arachidic acid C(C(C)C)C(C(=O)O)CCCCCCCCCCCCCCCCCC